methyl (5S,7S)-7-((tert-butyldiphenylsilyl)oxy)-3-oxo-2,5,6,7-tetrahydro-3H-pyrrolo[2,1-c][1,2,4]triazole-5-carboxylate [Si](C1=CC=CC=C1)(C1=CC=CC=C1)(C(C)(C)C)O[C@H]1C[C@H](N2C1=NNC2=O)C(=O)OC